methyl 4-oxo-3-(phenylcarbamoyl)pentanoate O=C(C(CC(=O)OC)C(NC1=CC=CC=C1)=O)C